[1-(2-diphenylphosphino-1-naphthyl)-2-naphthyl]-diphenylphosphine C1(=CC=CC=C1)P(C1=C(C2=CC=CC=C2C=C1)C1=C(C=CC2=CC=CC=C12)P(C1=CC=CC=C1)C1=CC=CC=C1)C1=CC=CC=C1